1-ethynyl-cyclohexane C(#C)C1CCCCC1